NC1=NC(=C2N=CN(C2=N1)[C@H]1[C@]([C@@H]([C@H](O1)CO[P@](=O)(OC1=CC=CC=C1)N[C@@H](C)C(=O)OC(C)C)O)(C)F)NC isopropyl ((S)-(((2R,3R,4R,5R)-5-(2-amino-6-(methylamino)-9H-purin-9-yl)-4-fluoro-3-hydroxy-4-methyltetrahydrofuran-2-yl) methoxy) (phenoxy) phosphoryl)-L-alaninate